2-methyl-6-(2,2,2-trifluoroethyl)thieno[2,3-d]pyrimidin CC=1N=CC2=C(N1)SC(=C2)CC(F)(F)F